O1C(=NC2=C1C=CC=C2)\C(\CC(=O)O)=C\C=2C(=NN(C2)C)C2=CC=C(C=C2)Cl (E)-3-(benzo[d]oxazol-2-yl)-4-(3-(4-chlorophenyl)-1-methyl-1H-pyrazol-4-yl)but-3-enoic acid